pentenoic acid anhydride C(C=CCC)(=O)OC(C=CCC)=O